CNC1CC(CC1)CO 3-(methylamino)-cyclopentyl-methanol